C(C)(C)C1(N(C2=C(N1C)CCCC2)C)C2(N(C1=C(N2C)CCCC1)C)C(C)C 2,2'-diisopropyl-1,1',3,3'-tetramethyl-2,2',3,3',4,4',5,5',6,6',7,7'-dodecahydro-1H,1'H-2,2-bibenzo[d]imidazole